CC(=O)NCCCC[NH2+]CCC[NH3+] The molecule is the dication of N(8)-acetylspermidine. It has a role as a human metabolite. It is a conjugate acid of a N(8)-acetylspermidine.